ClC1=CC(=C(COC2NCCC3=C2NC2=CC=CC=C32)C=C1)F ((4-chloro-2-fluorobenzyl)oxy)-2,3,4,9-tetrahydro-1H-pyrido[3,4-b]indole